NC1=CC=C(C(=C1)C1=CC=CC=C1)C(=O)O 5-amino-[1,1'-biphenyl]-2-carboxylic acid